tert-butyl 4-hydroxy-7-(trifluoromethyl)-3,4-dihydroisoquinoline-2(1H)-carboxylate OC1CN(CC2=CC(=CC=C12)C(F)(F)F)C(=O)OC(C)(C)C